CC1(OCC(O1)CNCCCC=C)C N-((2,2-dimethyl-1,3-dioxolan-4-yl)methyl)pent-4-en-1-amine